(rac)-2-(6-amino-5-cyanopyridin-3-yl)-N-[1-(4-fluorophenyl)cyclobutyl]-6,7-dihydrospiro[pyrazolo[5,1-c][1,4]oxazine-4,3'-pyrrolidine]-1'-carboxamide NC1=C(C=C(C=N1)C1=NN2C(=C1)[C@@]1(CN(CC1)C(=O)NC1(CCC1)C1=CC=C(C=C1)F)OCC2)C#N |r|